pyrimidine-1-nitrile N1(CN=CC=C1)C#N